5-benzyl-N-(5-(2-chloro-5-methoxyphenyl)pyridin-3-yl)-4H-1,2,4-triazole-3-carboxamide C(C1=CC=CC=C1)C=1NC(=NN1)C(=O)NC=1C=NC=C(C1)C1=C(C=CC(=C1)OC)Cl